COC=1C=C2CCN(CC2=CC1NC=1N=NC(=C(N1)NC1=CC(=CC=C1)OC)C(=O)N)C ((6-methoxy-2-methyl-1,2,3,4-tetrahydroisoquinolin-7-yl)amino)-5-((3-methoxyphenyl)amino)-1,2,4-triazine-6-carboxamide